O1CC(C1)CNC1COC2=C1C=CC(=C2)C(F)(F)F N-(oxetane-3-ylmethyl)-6-(trifluoromethyl)-2,3-dihydrobenzofuran-3-amine